C(C)(=O)O[C@@H]1[C@H](CCC1)OCC1=NC=C(C=N1)C1=CC2=C(N=C(S2)NC(=O)C2CC(C2)N2[C@H](CN(CC2)C(=O)OC(C)(C)C)C)C=C1 tert-butyl (S)-4-((3R)-3-((6-(2-((((1S,2S)-2-acetoxycyclopentyl)oxy)methyl)pyrimidin-5-yl)benzo[d]thiazol-2-yl)carbamoyl)cyclobutyl)-3-methylpiperazine-1-carboxylate